Silver-copper-zinc [Zn].[Cu].[Ag]